p-tolyl 2-oxo-benzoyl-4,6-di-oxo-benzyl-1-thio-alpha-D-mannopyranoside O=C1C(C(=O)[C@]2([C@@](SC3=CC=C(C=C3)C)(O[C@@H]([C@H]([C@@H]2O)O)CO)CC2C=CC(CC2=O)=O)O)C=CC=C1